(E)-5,5-difluoro-4-oxo-5-phenylpent-2-en-1-yl-4-methyl-2-nitrobenzoate FC(C(/C=C/COC(C1=C(C=C(C=C1)C)[N+](=O)[O-])=O)=O)(C1=CC=CC=C1)F